C1=CC(=C(C=C1C(F)(F)F)Cl)Cl 3,4-dichlorotrifluorotoluene